O=C1N(C(CN1)=O)CC=1C=2C(N=CC1)=C(N(N2)C2=CC=CC=C2)NC(C2=C(C=C(C(=C2)C2=NN(C=C2)C)C(F)(F)F)F)=O N-(7-((2,5-dioxoimidazolidin-1-yl)methyl)-2-phenyl-2H-pyrazolo[4,3-b]pyridin-3-yl)-2-fluoro-5-(1-methyl-1H-pyrazol-3-yl)-4-(trifluoromethyl)benzamide